2',5-dichloro-N-(5-chloro-6-(1-methyl-1H-pyrazol-4-yl)pyridin-3-yl)-2,4'-difluoro-[1,1'-biphenyl]-4-carboxamide ClC1=C(C=CC(=C1)F)C1=C(C=C(C(=C1)Cl)C(=O)NC=1C=NC(=C(C1)Cl)C=1C=NN(C1)C)F